ACETATE DIHYDRATE O.O.C(C)(=O)O